2-Benzyl-4-(3-methyl-1H-pyrazolo[3,4-c]pyridin-5-yl)morpholine C(C1=CC=CC=C1)C1CN(CCO1)C=1C=C2C(=CN1)NN=C2C